8-(1-aminoethyl)-2-morpholino-6-(trifluoromethyl)quinoline-4-carbonitrile NC(C)C=1C=C(C=C2C(=CC(=NC12)N1CCOCC1)C#N)C(F)(F)F